tert-butyl {(2S)-1-[bis(2-thienylmethyl)amino]-1-oxohexan-2-yl}carbamate S1C(=CC=C1)CN(C([C@H](CCCC)NC(OC(C)(C)C)=O)=O)CC=1SC=CC1